FC=1C(=CC2=C(C=CO2)C1)C(C(=O)N1C[C@@]2(NC3=NC(=C(C=C3CC2)C2=NC=CC=N2)C)CC1)C 2-(5-fluorobenzofuran-6-yl)-1-((S)-7'-methyl-6'-(pyrimidin-2-yl)-3',4'-dihydro-1'H-spiro[pyrrolidine-3,2'-[1,8]naphthyridine]-1-yl)propan-1-one